OC(C(=O)O)CCC α-hydroxyvaleric acid